N-octadecyl-9-phenyl-8-methoxy-2,2-dimethyl-pyrano[3,2-h]quinolin-6-one C(CCCCCCCCCCCCCCCCC)N1C(=C(C=C2C(C=C3C(=C12)OC(C=C3)(C)C)=O)OC)C3=CC=CC=C3